C(C)(C)(CC(C)(C)C)NC1=NC(=NC(=N1)Cl)Cl 4-tert-octylamino-2,6-dichloro-1,3,5-triazine